β-methyl-aspartic acid CC([C@H](N)C(=O)O)C(=O)O